C(C)(C)C1=C(C=CC=C1)C1=NC=C2C(=N1)N(N=C2)CC2=CC=C(C=C2)C=2N(C=C(N2)C(F)(F)F)C 6-(2-isopropylphenyl)-1-(4-(1-methyl-4-(trifluoromethyl)-1H-imidazol-2-yl)benzyl)-1H-pyrazolo[3,4-d]pyrimidine